ClC=1C=C2C(=NN=CC2=CC1N([C@@H]1CN(CC1)C)C)C 6-chloro-4-methyl-7-(methyl((S)-1-methylpyrrolidin-3-yl)amino)phthalazin